6-bromo-N-[5-(2-cyanoethyl)-4-methoxy-pyrimidin-2-yl]-1H-indole-3-sulfonic acid amide BrC1=CC=C2C(=CNC2=C1)S(=O)(=O)NC1=NC=C(C(=N1)OC)CCC#N